Fmoc-azetidine-2-carboxylic acid C(=O)(OCC1C2=CC=CC=C2C2=CC=CC=C12)N1C(CC1)C(=O)O